6-bromo-8-iodo-3-methyl-2-morpholinoquinazolin-4(3H)-one BrC=1C=C2C(N(C(=NC2=C(C1)I)N1CCOCC1)C)=O